C1(CC1)C=1N=NN(C1)[C@H](C(=O)N1[C@@H](C[C@H](C1)O)C(=O)NC[C@H]1[C@@H](C1)C1=C(C=CC=C1F)F)C(C)(C)C (2S,4R)-1-[(2S)-2-(4-cyclopropyltriazol-1-yl)-3,3-dimethyl-butanoyl]-N-[[(1R,2R)-2-(2,6-difluorophenyl)cyclopropyl]methyl]-4-hydroxy-pyrrolidine-2-carboxamide